hexafluorophosphoric acid-1-butylpyridinium salt C(CCC)[N+]1=CC=CC=C1.F[P-](F)(F)(F)(F)F.[H+]